3,4-dimethylbenzenesulfonamide CC=1C=C(C=CC1C)S(=O)(=O)N